C(CC)OCCC normal propyl ether